NC1=NC=CC(=C1)C=1C=C2C(=NNC2=C(C1)C#CCCC)N 5-(2-Aminopyridin-4-yl)-7-(pent-1-yn-1-yl)-1H-indazol-3-amine